Lanthanum nonadecynate C(C#CCCCCCCCCCCCCCCCC)(=O)[O-].[La+3].C(C#CCCCCCCCCCCCCCCCC)(=O)[O-].C(C#CCCCCCCCCCCCCCCCC)(=O)[O-]